2-methyl-1H-benzo[d]imidazol-6-amin CC1=NC2=C(N1)C=C(C=C2)N